methylerythrose 4-phosphate P(=O)(O)(O)OC[C@H]([C@H](C(=O)C)O)O